trans-2,6-dimethyl-1-aminoindane acetate C(C)(=O)O.C[C@H]1[C@@H](C2=CC(=CC=C2C1)C)N